(E)-3,3-dimethylbut-1-ene CC(C=C)(C)C